7-Propynyl-3-methylisocarbostyril C(#CC)C1=CC=C2C=C(NC(=O)C2=C1)C